OC1=C(C(=C(C=C1)[N+](=O)[O-])F)C(C)=O 2'-hydroxy-5'-nitro-6'-fluoroacetophenone